di((Z)-non-2-en-1-yl) 9-hydroxyheptadecanedioate OC(CCCCCCCC(=O)OC\C=C/CCCCCC)CCCCCCCC(=O)OC\C=C/CCCCCC